O1N=C(C2=C1C=CC=C2)C2=C(C=CC=C2)[C@H](CC2=NC=CC=N2)N (S)-1-[2-(benzo[d]isoxazol-3-yl)phenyl]-2-(pyrimidine-2-yl)ethan-1-amine